N-azidoacetylneuraminic acid N(=[N+]=[N-])CC(=O)N[C@@H]1[C@H](CC(C(O)=O)(O)O[C@H]1[C@H](O)[C@H](O)CO)O